5-((4-(2-chlorophenyl)pyrimidin-2-yl)amino)-1H-indole-2-carboxylic acid ClC1=C(C=CC=C1)C1=NC(=NC=C1)NC=1C=C2C=C(NC2=CC1)C(=O)O